C(\C=C\C(=O)[O-])(=O)OC(CC1CCCCC1)(C)C cyclohexyl-tert-butyl fumarate